N[C@H]([C@H](O)C1=CC(=C(C=C1)F)C(F)(F)F)C1=CC(=C(C=C1)F)C(F)(F)F (1R,2S)-2-amino-1,2-bis(4-fluoro-3-(trifluoromethyl)phenyl)ethanol